2,5-difluorobenzenesulfonamide hydrochloride Cl.FC1=C(C=C(C=C1)F)S(=O)(=O)N